C(#N)C(C)(C)C=1C=C(C(=O)N[C@@H](C)C=2N(N=CN2)C2=NN(C(C=C2)=O)C)C=C(C1)C(F)(F)F 3-(1-cyano-1-methyl-ethyl)-N-[(1S)-1-[2-(1-methyl-6-oxo-pyridazin-3-yl)-1,2,4-triazol-3-yl]ethyl]-5-(trifluoromethyl)benzamide